CN1C=C(C2=CC=CC=C12)C(C1=C(N)C=CC=C1)C1=CC=CC=C1 2-[(1-methyl-1H-indol-3-yl)(phenyl)methyl]aniline